CC1=C(OC2=C(C=C(C=C2C1=O)C)[C@@H](C)NC1=C(C=CC=C1)C=1N=CSC1)C=1C=NC=CC1 3,6-Dimethyl-2-(3-pyridyl)-8-[(1R)-1-(2-thiazol-4-ylanilino)ethyl]chromen-4-one